ClC1=NC2=CC(=CC(=C2C=C1Cl)Cl)I 2,3,5-Trichloro-7-iodoquinoline